C(CCCCCCCC)N(CCN(CC(=O)N1CCN(CC1)C(CN(CCCC(=O)OCCCCC)CCCC(=O)OCCCCC)=O)CCCCCCCCC)CCCCCCCCC Dipentyl 4,4'-((2-(4-(N-(2-(dinonylamino)ethyl)-N-nonylglycyl)piperazin-1-yl)-2-oxoethyl)azanediyl)dibutyrate